O=C1NC(CCC1C1=C(C=C(C=C1F)N1CC(C1)N(C([O-])=O)CCC(C)(C)C)F)=O 1-(4-(2,6-dioxopiperidin-3-yl)-3,5-difluorophenyl)azetidin-3-yl(3,3-dimethylbutyl)carbamate